(-)-(R)-5-amino-3-(2-(4-(2,4-difluoro-5-(2-(methylsulfinyl)ethoxy)phenyl)piperazin-1-yl)ethyl)-8-(furan-2-yl)thiazolo[5,4-e][1,2,4]triazolo[1,5-c]pyrimidin-2(3H)-one NC1=NC2=C(C=3N1N=C(N3)C=3OC=CC3)SC(N2CCN2CCN(CC2)C2=C(C=C(C(=C2)OCC[S@](=O)C)F)F)=O